(1R,3S)-cyclohexane-1,3-diamine [C@@H]1(C[C@H](CCC1)N)N